2-[[3-chloro-N-[[2-(2,6-dioxo-3-piperidyl)-1-oxo-isoindolin-5-yl]methylcarbamoyl]-4-methoxy-anilino]methyl]prop-2-enoic acid ClC=1C=C(N(C(NCC=2C=C3CN(C(C3=CC2)=O)C2C(NC(CC2)=O)=O)=O)CC(C(=O)O)=C)C=CC1OC